N-(4-bromo-6-fluoro-3-isopropyl-2-nitrophenyl)acetamide BrC1=C(C(=C(C(=C1)F)NC(C)=O)[N+](=O)[O-])C(C)C